[Si](C)(C)(C(C)(C)C)O[C@H]1[C@@H](CC(C1)(C)C)C(=O)O (1r,2r)-2-((tert-butyldimethylsilyl)oxy)-4,4-dimethylcyclopentane-1-carboxylic acid